O[C@H]1CO[C@H]([C@@H]1O)N1C(N=C(C=C1)NO)=O (2R,3S,4R,5R)-3,4-dihydroxy-5-[4-(hydroxyamino)-2-oxopyrimidin-1-yl]oxolane